{3-[(3S,4S)-4-amino-3-methyl-2-oxa-8-azaspiro[4.5]decan-8-yl]-6-[(2-chloro-3-methoxyphenyl)thio]pyrazin-2-yl}methanol methyl-7-cyclobutyl-2-oxo-1,2-dihydroquinoline-3-carboxylate CN1C(C(=CC2=CC=C(C=C12)C1CCC1)C(=O)OCC1=NC(=CN=C1N1CCC2([C@@H]([C@@H](OC2)C)N)CC1)SC1=C(C(=CC=C1)OC)Cl)=O